C[C@]12CC(C[C@](CC1)(N2)C)N(C=2SC=1N=C(N=CC1N2)C=2C=C(C=1N(C2)C=C(N1)C)F)C N-[(1R,3s,5S)-1,5-Dimethyl-8-azabicyclo[3.2.1]octan-3-yl]-5-(8-fluoro-2-methylimidazo[1,2-a]pyridin-6-yl)-N-methyl[1,3]thiazolo[5,4-d]pyrimidin-2-amin